(R)-tert-butyl 3-(((S)-2-(((benzyloxy)carbonyl)amino)propanoyl)oxy)pyrrolidine-1-carboxylate C(C1=CC=CC=C1)OC(=O)N[C@H](C(=O)O[C@H]1CN(CC1)C(=O)OC(C)(C)C)C